lauric acid ethylamide C(C)NC(CCCCCCCCCCC)=O